4-(4-((2-(4-chlorophenyl)-4,4-dimethylcyclohex-1-enyl)methyl)piperazin-1-yl)-N-(4-((trans-4-hydroxycyclohexyl)methoxy)-3-nitrophenylsulfonyl)benzamide ClC1=CC=C(C=C1)C1=C(CCC(C1)(C)C)CN1CCN(CC1)C1=CC=C(C(=O)NS(=O)(=O)C2=CC(=C(C=C2)OC[C@@H]2CC[C@H](CC2)O)[N+](=O)[O-])C=C1